5-{2-acetamidoimidazo[1,2-b]pyridazin-6-yl}-2-methyl-N-{[2-(propane-2-yloxy)phenyl]methyl}pyridine-3-carboxamide C(C)(=O)NC=1N=C2N(N=C(C=C2)C=2C=C(C(=NC2)C)C(=O)NCC2=C(C=CC=C2)OC(C)C)C1